phthalazin-1(2H)-one benzenesulfonate C1(=CC=CC=C1)S(=O)(=O)O.C1(NN=CC2=CC=CC=C12)=O